N1=CC(=CC2=CN=CC=C12)N 1,6-naphthyridin-3-amine